CC1=C(C=CC=C1)C1(OC(OC1)=O)C=C 4-(2-methyl-phenyl)-4-vinyl-1,3-dioxolanone